ClCC=1NC(NN1)=O 5-chloromethyl-2,4-dihydro-[1,2,4]triazol-3-one